1-(3-trifluoromethoxybenzyl)-1H-1,2,3-triazole FC(OC=1C=C(CN2N=NC=C2)C=CC1)(F)F